(R)-4-((5,6-dihydro-4H-pyrrolo-[1,2-b]pyrazol-3-yl)methyl)-1-methyl-N-(1-methylcyclopropyl)-5-oxo-1,2,4,5-tetrahydro-imidazo[1,2-a]quinazoline-7-sulfonamide N=1N2C(=C(C1)CN1C=3N(C4=CC=C(C=C4C1=O)S(=O)(=O)NC1(CC1)C)[C@@H](CN3)C)CCC2